ClC1=CC=C2C=CNC2=C1OC 6-chloro-7-methoxyl-1H-indole